FC1=C(OC2=C(C=C(N)C=C2)C2=CN(C3=C(N=CC=C32)OC)C)C=CC(=C1)F 4-(2,4-difluorophenoxy)-3-(7-methoxy-1-methyl-1H-pyrrolo[2,3-C]pyridin-3-yl)aniline